7,8,2'-trihydroxyflavone OC1=CC=C2C(C=C(OC2=C1O)C1=C(C=CC=C1)O)=O